C(#N)CCP(CCC#N)CCC#N tri(2-cyanoethyl)phosphine